C1(=CC=CC=C1)[C@H]1N(OCC1)C1=NC(=NC=C1C(F)(F)F)NC=1C=C2CCN(CC2=CC1)C(=O)OC(C)(C)C tert-butyl (S)-6-((4-(3-phenylisoxazolidin-2-yl)-5-(trifluoromethyl)pyrimidin-2-yl)amino)-3,4-dihydroisoquinoline-2(1H)-carboxylate